O1C(=NC=C1)C=1C=C(C(N(C1)C1=NC=CC=C1)=O)C(=O)N 5-(oxazol-2-yl)-2-oxo-2H-[1,2'-bipyridine]-3-carboxamide